methyl N-[5-[6-[isobutyl(phenyl) carbamoyl] imidazo[1,2-a]pyridin-3-yl]-2-pyridyl]carbamate C(C(C)C)N(C(=O)C=1C=CC=2N(C1)C(=CN2)C=2C=CC(=NC2)NC(OC)=O)C2=CC=CC=C2